N1(CCCCC1)C1CCN(CC1)C1=CC(=C(C=C1C=1C=NN(C1)C)NC1=NC=C(C(=N1)NC1=CC=C(C(=C1P(C)(C)=O)C)C1CC1)Br)OC (6-((2-((4-([1,4'-Bipiperidine]-1'-yl)-2-methoxy-5-(1-methyl-1H-pyrazole-4-yl)phenyl)amino)-5-bromopyrimidine-4-yl)amino)-3-cyclopropyl-2-methylphenyl)dimethylphosphine oxide